N-(((1r,4r)-4-aminocyclohexyl)methyl)-4-(2,6-dimethylmorpholino)-3,5-difluoroaniline NC1CCC(CC1)CNC1=CC(=C(C(=C1)F)N1CC(OC(C1)C)C)F